N(=[N+]=[N-])C(C)C1=CC=C2C(=N1)N(C(=C2)C2=NC1=C(N2C)C(=CC(=C1)C(=O)OCC)OC)COCC[Si](C)(C)C ethyl 2-(6-(1-azidoethyl)-1-((2-(trimethylsilyl)ethoxy)methyl)-1H-pyrrolo[2,3-b]pyridin-2-yl)-7-methoxy-1-methyl-1H-benzo[d]imidazole-5-carboxylate